P(=O)(O)(O)C1=CC=C(C=C1)C1=CC=C(C=C1)C1=CC=C(C=C1)C1=CC=C(C=C1)P(=O)(O)O 4,4'-bis(p-phosphonophenyl)biphenyl